N-[(2-chloroquinolin-7-yl)methyl]-2H,3H,4H-pyrano[3,2-b]pyridin-4-amine ClC1=NC2=CC(=CC=C2C=C1)CNC1CCOC=2C1=NC=CC2